BrCCCOC1=CC(=CC=C1)OC 1-(3-bromopropyloxy)-3-methoxybenzene